N,N'-(p-xylylene)bismaleimide C1(=CC=C(C=C1)CN1C(C=CC1=O)=O)CN1C(C=CC1=O)=O